BENZODIAZEPIN N1N=CC=CC2=C1C=CC=C2